6-(4-Fluorophenyl)-8-methoxy-N-((6-(trifluoromethyl)pyridin-yl)methyl)quinazolin FC1=CC=C(C=C1)C=1C=C2C=NCN(C2=C(C1)OC)CC1=NC(=CC=C1)C(F)(F)F